ClC1=NC=2N(C=C1)N=CC2C=2C(=NC=CC2)OC2CC2 5-chloro-3-[2-(cyclopropoxy)-3-pyridyl]pyrazolo[1,5-a]pyrimidine